FC(C(=O)N)(C=1C=C2C=CC=NC2=CC1)F 2,2-difluoro-2-(quinolin-6-yl)acetamide